5-bromo-N-[4-chloro-3-(N,N-diethylsulfamoyl)phenyl]thieno[2,3-b]pyridine-2-carboxamide BrC=1C=C2C(=NC1)SC(=C2)C(=O)NC2=CC(=C(C=C2)Cl)S(N(CC)CC)(=O)=O